1-(3-(2-Aminoethyl)piperidin-1-yl)-2-((2-(3,4-dimethoxyphenyl)-3-isopropyl-1H-indol-5-yl)oxy)ethan-1-on NCCC1CN(CCC1)C(COC=1C=C2C(=C(NC2=CC1)C1=CC(=C(C=C1)OC)OC)C(C)C)=O